3,3'-diamino-4,4'-dihydroxy-1,1'-biphenyl NC=1C=C(C=CC1O)C1=CC(=C(C=C1)O)N